BrC1=CC(=C(C=O)C(=C1)OC)F 4-bromo-2-fluoro-6-methoxybenzaldehyde